tert-butyl N-amino-N-methyl-carbamate NN(C(OC(C)(C)C)=O)C